C(C=C)OC(=O)N[C@@H](C(C)C)C(=O)O N-(allyloxycarbonyl)valine